Cl.NC1=CC=CC(=N1)S(=O)(=O)NC1=NC(=C(C=C1)OC)C1=C(C=CC=C1C)C 6-amino-N-(6-(2,6-dimethylphenyl)-5-methoxypyridin-2-yl)pyridine-2-sulfonamide hydrochloride